potassium 3,7-dimethyl-3-octanol CC(CC)(CCCC(C)C)O.[K]